Cl.N[C@H](C(=O)NC1=NC=CC(=C1)CN1C(NC(C1)(C)C)=O)C1CCC(CC1)C (S)-2-amino-N-(4-((4,4-dimethyl-2-oxoimidazolidin-1-yl)methyl)pyridin-2-yl)-2-((1r,4S)-4-methylcyclohexyl)acetamide HCl salt